NC1=NC=C(C=N1)NC(=O)N[C@H](C1(CC1)C)C=1OC2=C(C1C)C=C(C=C2)F (R)-1-(2-aminopyrimidin-5-yl)-3-((5-fluoro-3-methylbenzofuran-2-yl)(1-methylcyclopropyl)methyl)urea